tert-butyl 7-bromo-9-chloro-3-(methoxymethyl)-3,5-dihydro-2H-1,4-benzoxazepine-4-carboxylate BrC=1C=C(C2=C(CN(C(CO2)COC)C(=O)OC(C)(C)C)C1)Cl